potassium butyl acrylate C(C=C)(=O)OCCCC.[K]